C(C1=CC=CC=C1)[C@@]1(N(CCN(C1=O)C=1N=C2N(C=CC=C2)C1)C(=O)OC(C1CC1)C=1C2=C(SC1)C=CC=C2Br)CC2=CC=C(C=C2)N (4-bromobenzo[b]thiophen-3-yl)(cyclopropyl)methanol benzyl-(2R)-2-[(4-aminophenyl)methyl]-4-imidazo[1,2-a]pyridin-2-yl-3-oxo-piperazine-1-carboxylate